N-(4-methyl-3-((3-(8-methyl-9H-purin-6-yl)pyridin-2-yl)amino)phenyl)-4-(2,2,2-trifluoro-1-hydroxyethyl)picolinamide CC1=C(C=C(C=C1)NC(C1=NC=CC(=C1)C(C(F)(F)F)O)=O)NC1=NC=CC=C1C1=C2N=C(NC2=NC=N1)C